COC1=CC(=C(CN1C=1SC=C(N1)C)C1=CC=NC(=C1)C)C 6-methoxy-4,6'-dimethyl-N-(4-methylthiazol-2-yl)-[3,4'-bipyridine]